3-(benzyloxy)benzenesulfonyl chloride C(C1=CC=CC=C1)OC=1C=C(C=CC1)S(=O)(=O)Cl